FC1=C(C=O)C(=CC=C1)[2H] 2-fluorobenzaldehyde-6-d1